(Z)-2-phenylpent-3-en-2-ol C1(=CC=CC=C1)C(C)(\C=C/C)O